OCC[C@@H](C)NC(OC(C)(C)C)=O (R)-tert-butyl (4-hydroxybutan-2-yl)carbamate